3-(1H-indazol-5-yl)-N-(4-(6-(2-oxopyrrolidin-1-yl)hexyl)-1-phenyl-1H-imidazol-2-yl)benzamide N1N=CC2=CC(=CC=C12)C=1C=C(C(=O)NC=2N(C=C(N2)CCCCCCN2C(CCC2)=O)C2=CC=CC=C2)C=CC1